C(OC1=C(C(NC12CCN(CC2)OC)=O)C2=C(C=C(C=C2C)Cl)C)([O-])=O 3-(4-chloro-2,6-dimethylphenyl)-8-methoxy-2-oxo-1,8-diazaspiro[4.5]dec-3-en-4-yl carbonate